FC1=C(C(=CC=C1)F)C1CCC2OC3(C(N21)=O)CCN(CC3)C3=CC=NC=2N3N=CC2 5'-(2,6-difluorophenyl)-1-(pyrazolo[1,5-a]pyrimidin-7-yl)tetrahydro-3'H-spiro[piperidine-4,2'-pyrrolo[2,1-b][1,3]oxazol]-3'-one